4-(1-(tetrahydro-2H-pyran-2-yl)-1H-pyrazol-4-yl)-6-(4,4,5,5-tetramethyl-1,3,2-dioxaborolan-2-yl)pyrazolo[1,5-a]pyridine-3-carbonitrile O1C(CCCC1)N1N=CC(=C1)C=1C=2N(C=C(C1)B1OC(C(O1)(C)C)(C)C)N=CC2C#N